5-Chloro-1-(4-fluoro-3-(methoxymethoxy)-5-(trifluoromethyl)phenyl)-1H-pyrazolo[4,3-d]pyrimidine ClC=1N=CC2=C(N1)C=NN2C2=CC(=C(C(=C2)C(F)(F)F)F)OCOC